COCC=1C=C(C=CC1)C1=NC2=C(N1C1=CC3=C(NC(N3)=O)C=C1)C=CC(=C2)C(=O)NC 2-(3-(methoxymethyl)phenyl)-N-methyl-2'-oxo-2',3'-dihydro-1'H-[1,5'-bi-benzo[d]imidazole]-5-carboxamide